ClC1=C(C(=C(C=C1OC)OC)Cl)N1C(N(C2=NC(=NC=C2C1)NC=1C=C(C=CC1)C)C1CCN(CC1)C(\C=C\CN(C)C)=O)=O (E)-3-(2,6-dichloro-3,5-dimethoxyphenyl)-1-(1-(4-(dimethylamino)but-2-enoyl)piperidin-4-yl)-7-(m-tolylamino)-3,4-dihydropyrimido[4,5-d]pyrimidin-2(1H)-one